((benzyloxy)-2-methyl-4-oxopyridin-1(4H)-yl)hexanoic acid C(C1=CC=CC=C1)OC1=C(N(C=CC1=O)C(C(=O)O)CCCC)C